1-(3-Fluoro-pyridin-2-yl)ethanone FC=1C(=NC=CC1)C(C)=O